ClC=1C=C2C(C(NC2=CC1)=O)=NN=C1SCC(N1C1=C(C=CC=C1)Cl)=O 5-chloro-3-(2-(3-(2-chlorophenyl)-4-oxothiazolidin-2-ylidene)hydrazono)-1H-indol-2-one